C1(CC1)C1=NN(C=N1)C1CC2(CN(C2)C(=O)N2CC3(C2)CN(C3)CC3=NC=C(C=C3F)F)C1 [6-(3-cyclopropyl-1,2,4-triazol-1-yl)-2-azaspiro[3.3]heptan-2-yl]-[6-[(3,5-difluoro-2-pyridyl)methyl]-2,6-diazaspiro[3.3]heptan-2-yl]methanone